ClC=1C=CC2=C(N(C[C@H](O2)C(NC23CC(C2)(C3)NC(COC3=CC(=C(C=C3)Cl)F)=O)=O)CC(=O)OC)C1 methyl [(2S)-6-chloro-2-({3-[2-(4-chloro-3-fluorophenoxy)acetamido]bicyclo[1.1.1]pentan-1-yl}carbamoyl)-2,3-dihydro-4H-1,4-benzoxazin-4-yl]acetate